2,4-di-tert-butyl-resorcinol C(C)(C)(C)C1=C(O)C=CC(=C1O)C(C)(C)C